tert-butyl 3-bromo-2-chloro-11-fluoro-7,12-dihydrobenzo[g]pyrido[3,2-c][1,5]oxazonine-13(5H)-carboxylate BrC1=CC=2COCC3=C(CN(C2N=C1Cl)C(=O)OC(C)(C)C)C(=CC=C3)F